5-bromo-2-ethyl-6-fluoro-N-methylpyrazolo[1,5-a]pyridin-3-amine BrC1=CC=2N(C=C1F)N=C(C2NC)CC